(2S,3R)-3-((2-(bis(4-methoxybenzyl)amino)pyridin-4-yl)methyl)-1-(((R)-1-cyclohexylethyl)carbamoyl)-4-oxoazetidine-2-carboxylic acid COC1=CC=C(CN(C2=NC=CC(=C2)C[C@@H]2[C@H](N(C2=O)C(N[C@H](C)C2CCCCC2)=O)C(=O)O)CC2=CC=C(C=C2)OC)C=C1